6-(4-((7-Chloroquinazolin-4-yl)amino)pentyl)-4,6-diazaspiro[2.4]heptane-5,7-dione ClC1=CC=C2C(=NC=NC2=C1)NC(CCCN1C(NC2(CC2)C1=O)=O)C